ClC1=NC=CC(=C1)[C@H](C)N[S@@](=O)C(C)(C)C (S)-N-((S)-1-(2-chloropyridin-4-yl)ethyl)-2-methylpropan-2-sulfinamide